FC1=C(C=CC=C1)[C@H]1CCC=2N1N=C(N2)C(=O)O (5R)-5-(2-fluorophenyl)-6,7-dihydro-5H-pyrrolo[1,2-b][1,2,4]Triazole-2-carboxylic acid